tert-Butyl (R)-2-((4-(1-(tert-butoxycarbonyl)piperidin-4-yl)phenyl)amino)-4-(1-(2-cyano-1-cyclopentylethyl)-1H-pyrazol-4-yl)-7H-pyrrolo[2,3-d]pyrimidine-7-carboxylate C(C)(C)(C)OC(=O)N1CCC(CC1)C1=CC=C(C=C1)NC=1N=C(C2=C(N1)N(C=C2)C(=O)OC(C)(C)C)C=2C=NN(C2)[C@H](CC#N)C2CCCC2